4-[(1R,3R)-2,2-dimethyl-3-(3-phenylisoxazol-5-yl)cyclopropyl]benzenesulfonamide CC1([C@@H]([C@H]1C1=CC(=NO1)C1=CC=CC=C1)C1=CC=C(C=C1)S(=O)(=O)N)C